C(C)OC(=O)C=1C=NN2C1N=C(C=C2)N2[C@H](C[C@@H](C2)F)C2=C(C=CC(=C2)F)O 5-((2R,4S)-4-fluoro-2-(5-fluoro-2-hydroxyphenyl)pyrrolidin-1-yl)pyrazolo[1,5-a]Pyrimidine-3-carboxylic acid ethyl ester